(E)-4-[8-(tert-butoxycarbonylamino)octoxy]but-2-enoic acid C(C)(C)(C)OC(=O)NCCCCCCCCOC/C=C/C(=O)O